ethyl 6-(3-amino-2,6-difluorophenyl)imidazo[1,5-a]pyrazine-1-carboxylate Ethyl-6-bromoimidazo[1,5-a]pyrazine-1-carboxylate C(C)OC(=O)C=1N=CN2C1C=NC(=C2)Br.NC=2C(=C(C(=CC2)F)C=2N=CC=1N(C2)C=NC1C(=O)OCC)F